C1(CC1)C1=C(C(=NO1)C1=C(C=NC=C1Cl)Cl)COC12CCC(CC1)(CC2)C2=CC=C1C(=N2)N(N=C1)C 6-(4-((5-Cyclopropyl-3-(3,5-dichloropyridin-4-yl)isoxazol-4-yl)methoxy)bicyclo[2.2.2]octan-1-yl)-1-methyl-1H-pyrazolo[3,4-b]pyridin